OC(CONC(=O)C1=CC2=C(N=CN2C)C(=C1NC1=C(C=C(C=C1)Br)Cl)F)([2H])[2H] 6-(4-bromo-2-chlorophenylamino)-7-fluoro-3-methyl-3H-benzimidazole-5-carboxylic acid (2-hydroxyethoxy-2,2-d2)amide